p-ethyl-vinylbenzene methyl-(5R)-5-[[(benzyloxy)carbonyl]amino]-2-diazo-3-oxohexanoate COC(C(C(C[C@@H](C)NC(=O)OCC1=CC=CC=C1)=O)=[N+]=[N-])=O.C(C)C1=CC=C(C=C1)C=C